N-(4-trimethoxysilyl-butyl)-[1,3,5]triazine-2,4,6-triamine CO[Si](CCCCNC1=NC(=NC(=N1)N)N)(OC)OC